9-bromo-2-chlorofluorene BrC1C2=CC=CC=C2C=2C=CC(=CC12)Cl